C1(CC1)C=1N=CC2=C(N1)NC=C2C2=CC=1N(C=C2)N=CC1C(=O)N1CCCCC1 (5-(2-cyclopropyl-7H-pyrrolo[2,3-d]pyrimidin-5-yl)pyrazolo[1,5-a]pyridin-3-yl)(piperidin-1-yl)methanone